[N+](=O)([O-])C1=C(C=CC=C1)S(=O)(=O)N1CCN(CC1)[C@@H]1C=2C(NCC1)=C(N(N2)C2=CC=C(C=C2)OC2=CC=C(C=C2)OC(F)(F)F)C(=O)N (7S)-7-[4-(2-nitrobenzene-1-sulfonyl)piperazin-1-yl]-2-{4-[4-(trifluoromethoxy)phenoxy]phenyl}-4,5,6,7-tetrahydro-2H-pyrazolo[4,3-b]pyridine-3-carboxamide